6-((1-acryloyl-3-(3-chloro-2-methylphenyl)azetidin-3-yl)amino)-2-methylisoindolin-1-one C(C=C)(=O)N1CC(C1)(C1=C(C(=CC=C1)Cl)C)NC1=CC=C2CN(C(C2=C1)=O)C